tert-butyl 4-((6-chloro-3,4-dihydroquinolin-1(2H)-yl)methyl)-4-hydroxypiperidine-1-carboxylate ClC=1C=C2CCCN(C2=CC1)CC1(CCN(CC1)C(=O)OC(C)(C)C)O